C(#C)C1=CC(=CC(=C1)[N+](=O)[O-])F 1-ethynyl-3-fluoro-5-nitrobenzene